C1(=CC=CC=C1)NP(=O)(N(C)C)N phenyl-dimethyl-phosphoramide